(S)-4-(cyclopropylethynyl)-4-(1,1-difluoroethyl)-7-((4-methyl-6-oxopyrimidin-1(6H)-yl)methyl)-1,4-dihydro-2H-benzo[d][1,3]oxazin-2-one C1(CC1)C#C[C@]1(C2=C(NC(O1)=O)C=C(C=C2)CN2C=NC(=CC2=O)C)C(C)(F)F